FC(OC1=CC(=NN1)NC1=CN=C2C(=N1)NN=C2)F N-(5-(difluoromethoxy)-1H-pyrazol-3-yl)-1H-pyrazolo[3,4-b]Pyrazin-6-amine